FC(C=1C=CC2=C(CC(O2)C=2C=C(C#N)C=CN2)C1)(F)F 2-(5-(trifluoromethyl)-2,3-dihydrobenzofuran-2-yl)isonicotinonitrile